FC(C=1C(=C(C=CC1)C(C)NC1=NC(=NC2=CC=CC=C12)C)F)F 4-((1-(3-(difluoromethyl)-2-fluorophenyl)ethyl)amino)-2-methylquinazoline